methyl 4-((3-(tert-butoxycarbonyl)-1H-pyrrol-1-yl)sulfonyl)-1-methyl-1H-pyrrole-2-carboxylate C(C)(C)(C)OC(=O)C1=CN(C=C1)S(=O)(=O)C=1C=C(N(C1)C)C(=O)OC